(2S)-2-[(2S,3S)-2-[(2S)-3-(4-hydroxyphenyl)-2-{[(3R)-pyrrolidin-3-yl]formamido}propanamido]-3-methylpentanamido]-5,5-dimethylhexanoic acid OC1=CC=C(C=C1)C[C@@H](C(=O)N[C@H](C(=O)N[C@H](C(=O)O)CCC(C)(C)C)[C@H](CC)C)NC(=O)[C@H]1CNCC1